bis(2,6-dimethoxybenzoyl)-(2-methylpropan-1-yl)phosphin oxide COC1=C(C(=O)P(CC(C)C)(C(C2=C(C=CC=C2OC)OC)=O)=O)C(=CC=C1)OC